C1(=CC=CC=C1)C1(CC(=NO1)C(=O)Cl)C1=CC=CC=C1 4,5-dihydro-5,5-diphenylisoxazole-3-carbonyl chloride